di-n-butyldithiocarbamat C(CCC)N(C([S-])=S)CCCC